1-(4-fluorobenzyl)-4-hydroxy-N-((1s,4s)-4-methylcyclohexyl)-2-oxo-1,2-dihydro-1,8-naphthyridine-3-carboxamide FC1=CC=C(CN2C(C(=C(C3=CC=CN=C23)O)C(=O)NC2CCC(CC2)C)=O)C=C1